6-[(3R)-3-allyl-5-oxo-morpholin-4-yl]-3-[bis(tert-butoxycarbonyl)amino]-5-(trifluoromethyl)pyridine-2-carboxylic acid methyl ester COC(=O)C1=NC(=C(C=C1N(C(=O)OC(C)(C)C)C(=O)OC(C)(C)C)C(F)(F)F)N1[C@@H](COCC1=O)CC=C